CC1(N(C(N(C1=O)C1=CC(=C(C#N)C=C1)C(F)(F)F)=S)C1CCNCC1)C 4-(4,4-dimethyl-5-oxo-3-(piperidin-4-yl)-2-thioxoimidazolidin-1-yl)-2-(trifluoromethyl)benzonitrile